N1-((S)-4-methyl-1-oxo-1-(((S)-3-oxo-1-((S)-2-oxopyrrolidin-3-yl)-4-(trifluoromethoxy)butan-2-yl)amino)pentan-2-yl)-N2-(2-oxaspiro[3.3]heptan-6-yl)oxalamide CC(C[C@@H](C(N[C@@H](C[C@H]1C(NCC1)=O)C(COC(F)(F)F)=O)=O)NC(C(=O)NC1CC2(COC2)C1)=O)C